C(C)(C)(C)PC1=CC=CC=C1 t-butyl-phenyl-phosphine